FC1(COC1)COC1=NC=CC(=C1)CN (2-((3-fluorooxetan-3-yl)methoxy)pyridin-4-yl)methanamine